tert-butyl (1-(6-(4-chloro-1-methyl-3-(methylsulfonamido)-1H-indazol-7-yl)-1-((2-(trimethylsilyl)ethoxy)methyl)-1H-pyrrolo[3,2-b]pyridin-5-yl)-2-(3,5-difluorophenyl)ethyl)carbamate ClC1=C2C(=NN(C2=C(C=C1)C=1C=C2C(=NC1C(CC1=CC(=CC(=C1)F)F)NC(OC(C)(C)C)=O)C=CN2COCC[Si](C)(C)C)C)NS(=O)(=O)C